FC1=C(C=CC(=C1)CN1CCN(CC1)C1=NC(=CC=C1)C1=CN=C2N1N=C(C=C2)N2[C@H](CCC2)C2=CC(=CC=C2)F)C2C(NC(CC2)=O)=O 3-(2-fluoro-4-((4-(6-(6-((R)-2-(3-fluorophenyl)pyrrolidin-1-yl)imidazo[1,2-b]pyridazin-3-yl)pyridin-2-yl)piperazin-1-yl)methyl)phenyl)piperidine-2,6-dione